2-((R)-2-((R)-1-(2-(2,5-dichlorobenzamido)acetamido)-3-methylbutyl)-4-(methylcarbamoyl)-6-oxo-1,3,2-dioxaborinan-4-yl)acetic acid ClC1=C(C(=O)NCC(=O)N[C@@H](CC(C)C)B2OC(C[C@@](O2)(C(NC)=O)CC(=O)O)=O)C=C(C=C1)Cl